(1r,4r)-4-((3-(1-(2,6-dioxan-3-yl)-3-methyl-1H-indazol-4-yl)prop-2-yn-1-yl)oxy)cyclohexane-1-carbaldehyde C1OC(CCO1)N1N=C(C2=C(C=CC=C12)C#CCOC1CCC(CC1)C=O)C